3-METHOXYPHENYLISOCYANIDE COC=1C=C(C=CC1)[N+]#[C-]